2-Benzyl-6-phenyl-8-(2,3,5-trifluorobenzyl)imidazo[1,2-a]pyrazin-3-yl-acetat C(C1=CC=CC=C1)C=1N=C2N(C=C(N=C2CC2=C(C(=CC(=C2)F)F)F)C2=CC=CC=C2)C1CC(=O)[O-]